CN(CC(=O)NC1(CCCC1)C)C=1C2=C(N=C(N1)C=1C=C3C(=CN1)NN=C3)CCC2 2-[methyl(2-{1H-pyrazolo[3,4-c]pyridin-5-yl}-5H,6H,7H-cyclopenta[d]pyrimidin-4-yl)amino]-N-(1-methylcyclopentyl)acetamide